8-chloro-N-(cyclopropylmethyl)-N-[1-(2-pyrimidin-2-yl-1,2,4-triazol-3-yl)ethyl]-6-(trifluoromethyl)-[1,2,4]Triazolo[4,3-a]Pyridin-3-ylamine ClC=1C=2N(C=C(C1)C(F)(F)F)C(=NN2)N(C(C)C=2N(N=CN2)C2=NC=CC=N2)CC2CC2